1-[(2S,4S)-2-[[6-[(6-methoxy-2-methyl-3,4-dihydro-1H-isoquinolin-7-yl)amino]pyrazolo[3,4-d]pyrimidin-1-yl]methyl]-4-(trifluoromethyl)pyrrolidin-1-yl]ethan-1-one COC=1C=C2CCN(CC2=CC1NC1=NC=C2C(=N1)N(N=C2)C[C@H]2N(C[C@H](C2)C(F)(F)F)C(C)=O)C